octafluoro-copper F[Cu](F)(F)(F)(F)(F)(F)F